FC1=CC=C(C=C1)C1=CC=C(S1)C=O 5-(4-fluorophenyl)thiophene-2-formaldehyde